CC(C)(COP(=O)([O-])OP(=O)([O-])OC[C@@H]1[C@H]([C@H]([C@@H](O1)N2C=NC3=C(N=CN=C32)N)O)OP(=O)([O-])[O-])[C@H](C(=O)NCCC(=O)NCCS(=O)N)O The molecule is a sulfinamide derivative of coenzyme A; major species at pH 7.3. It derives from a coenzyme A(4-) and an organophosphate oxoanion.